S1C(SCC1)C1=CC=C(C=C1)C1SCCS1 1,4-bis(1,3-dithiolan-2-yl)benzene